N-ethyl-2-(5-methoxy-1H-indol-3-yl)-N-(2-methoxybenzyl)acetamide C(C)N(C(CC1=CNC2=CC=C(C=C12)OC)=O)CC1=C(C=CC=C1)OC